[C@@H]12CNC[C@@H](CC1)C2C2=C1CN(C(C1=C(C(=C2F)F)F)=O)C2C(NC(CC2)=O)=O 3-(4-((1R,5S,8r)-3-azabicyclo[3.2.1]octan-8-yl)-5,6,7-trifluoro-1-oxoisoindolin-2-yl)piperidine-2,6-dione